[(2S)-1-methyltetrahydro-1H-pyrrol-2-yl]methanol CN1[C@@H](CCC1)CO